BrC=1C=C2C(CCOC2=C(C1)Br)NCCCNC1=CC(C2=C(N1)C=CS2)=O 5-[3-(6,8-dibromo-chroman-4-ylamino)-propylamino]-4H-thieno[3,2-b]pyridin-7-one